methyl 5-[(1S,4S,5R)-5-[[4-cyclopropyl-1-(2,6-dichlorophenyl)-1H-pyrazol-5-yl]methoxy]-2-azabicyclo[2.2.1]heptan-2-yl]pyridine-2-carboxylate C1(CC1)C=1C=NN(C1CO[C@H]1[C@@H]2CN([C@H](C1)C2)C=2C=CC(=NC2)C(=O)OC)C2=C(C=CC=C2Cl)Cl